ClC=1C=C(CN2CC3(C2)CC(C3)O)C=CC1N1C=NC(=C1)C1=NC(=NC=C1C(F)(F)F)NC1CCN(CC1)S(=O)(=O)C 2-(3-Chloro-4-(4-(2-((1-(methylsulfonyl)piperidin-4-yl)amino)-5-(trifluoromethyl)pyrimidin-4-yl)-1H-imidazol-1-yl)benzyl)-2-azaspiro[3.3]heptan-6-ol